ClC=1C=CC(=C(C1)[C@H](CCN(C(C(=O)OCC)C1=C(C(=CC=C1)C)C1CCC(CC1)OCC(F)(F)F)C)CCN1CC(CC1)(C)C)C ethyl 2-(((S)-3-(5-chloro-2-methylphenyl)-5-(3,3-dimethylpyrrolidin-1-yl)pentyl)-(methyl)amino)-2-(3-methyl-2-((1r,4S)-4-(2,2,2-trifluoroethoxy)cyclohexyl)phenyl)acetate